FC1=CC=C2[C@H](N3C(C2=C1)=CN=C3)[C@@H]3[C@H](CN(CC3)S(=O)(=O)C)O (3R,4R)-4-((R)-8-fluoro-5H-imidazo[5,1-a]isoindol-5-yl)-1-(methylsulfonyl)piperidin-3-ol